N-{5-[6-(pyrrolidin-1-yl)pyridin-3-yl]-1H-indol-3-yl}propanamide N1(CCCC1)C1=CC=C(C=N1)C=1C=C2C(=CNC2=CC1)NC(CC)=O